FC1=C(C=CC=C1)C(CC)C1=C(N)C=CC=C1 2-[1-(2-fluorophenyl)propyl]aniline